O1C(NC2=C1C=CC(=C2)NC2=NC(=NC=C2C)NC2=CC1=C(CCCCC1=O)C=C2)=O N4-(benzo[d]oxazol-2(3H)-on-5-yl)-N2-(6,7,8,9-tetrahydro-5H-benzo[7]annulen-5-on-3-yl)-5-methylpyrimidine-2,4-diamine